C(CCCCC)C(C(=O)OCCCCCCN(CCCCCCOC(C(CCCCCCCC)CCCCCC)=O)CCOCCOCCOCCOCCN=[N+]=[N-])CCCCCCCC 6-[2-[2-[2-[2-(2-azidoethoxy)ethoxy]ethoxy]ethoxy]ethyl-[6-(2-hexyldecanoyloxy)hexyl]amino]hexyl 2-hexyldecanoate